N1C=CC=2C1=NC=C(C2)OC2=C(C(=O)O)C=CC(=C2)N2CCC1(CC(C1)N1[C@@H](CCC1)C1=C(C=CC=C1)C1CC1)CC2 (S)-2-((1H-pyrrolo[2,3-b]pyridin-5-yl)oxy)-4-(2-(2-(2-cyclopropylphenyl)pyrrolidin-1-yl)-7-azaspiro[3.5]nonan-7-yl)benzoic acid